(1R,3R,4R)-N-((S)-1-cyano-2-((R)-2-oxopiperidin-3-yl)ethyl)-2-((S)-3-cyclopropyl-2-((5-methylpyridin-3-yl)amino)propanoyl)-5,5-difluoro-2-azabicyclo[2.2.2]octane-3-carboxamide C(#N)[C@H](C[C@@H]1C(NCCC1)=O)NC(=O)[C@@H]1N([C@H]2CC([C@@H]1CC2)(F)F)C([C@H](CC2CC2)NC=2C=NC=C(C2)C)=O